C(C1=CC=CC=C1)C(C[C@H](N)C(=O)[O-])C(=O)[O-] γ-Benzyl-L-glutamate